C(\C=C\C(=O)OCCN1CC(OCC1)=O)(=O)OC Methyl (2-(2-oxomorpholino)ethyl) fumarate